(1,3-phenylene)bis(methylene)diacrylate C1(=CC(=CC=C1)CC=CC(=O)[O-])CC=CC(=O)[O-]